(4-aminophenyl)ethylene NC1=CC=C(C=C1)C=C